FC=1C(=NC(=NC1)N1CCC(CC1)C(=O)NC1(CN2CCC1CC2)C)C2=CC=C(C=C2)OCCOC 1-(5-fluoro-4-(4-(2-methoxyethoxy)phenyl)pyrimidin-2-yl)-N-(3-methylquinuclidin-3-yl)piperidine-4-carboxamide